(R)-2-(1-(3,5-difluorophenyl)-2-nitroethyl)malonic acid diethyl ester C(C)OC(C(C(=O)OCC)[C@@H](C[N+](=O)[O-])C1=CC(=CC(=C1)F)F)=O